[NH4+].C(C)(C)[NH2+]C(C)C.[NH2+]1N=NN=C1 1H-tetrazolium diisopropyl-ammonium salt ammonium